4-[(3-chloro-4-fluorophenyl)amino]-6-{[4-(N,N-dimethylamino)-1-oxo-2-butene-1-yl]amino}-7-((R)-tetrahydrofuran-3-yloxy)-quinazoline ClC=1C=C(C=CC1F)NC1=NC=NC2=CC(=C(C=C12)NC(C=CCN(C)C)=O)O[C@H]1COCC1